NCCOCCNC(C1=C(C=C(C=C1)NC=1C=2N(C=CN1)C(=CN2)C2=C(C(=C(C=C2)OC)F)F)Cl)=O N-(2-(2-aminoethoxy)ethyl)-2-chloro-4-((3-(2,3-difluoro-4-methoxy-phenyl)imidazo[1,2-a]pyrazin-8-yl)amino)benzamide